N[C@@H](C(=O)NC=1C=NC=C(C1)OC1=CC(=C(C=C1)C)OC)CC (2R)-2-amino-N-[5-(3-methoxy-4-methyl-phenoxy)-3-pyridyl]butanamide